N1N=C(N=C1)C=O (1H-1,2,4-triazol-3-yl)methanone